Aza-indazole N1N=NC2=CC=CC=C12